2-(3-(2-((1,5-dimethyl-1H-pyrazol-3-yl)amino)-5-methylpyrimidin-4-yl)-1H-indol-7-yl)-6-phenylisoindolin-1-one CN1N=C(C=C1C)NC1=NC=C(C(=N1)C1=CNC2=C(C=CC=C12)N1C(C2=CC(=CC=C2C1)C1=CC=CC=C1)=O)C